7-(7-bromo-2,6,8-trifluoro-quinazolin-4-yl)-1,3,7-triazaspiro[4.5]decan-2-one BrC1=C(C=C2C(=NC(=NC2=C1F)F)N1CC2(CNC(N2)=O)CCC1)F